ClC=1C(=NC=CC1)N1N=C(C=C1C(=O)N)OCF 2-(3-chloro-2-pyridinyl)-5-(fluoromethoxy)pyrazole-3-carboxamide